oxadiazine C1=CONN=C1